C(C1=CC=CC=C1)OC(=O)N[C@H]1[C@@H](O)O[C@@H]([C@H]([C@@H]1OCC1=CC=CC=C1)O)COC(C)=O 2-benzyloxycarbonylamino-3-O-benzyl-6-O-acetyl-2-deoxy-alpha-D-glucopyranose